benzoimidazole-5-carboxylic acid ((S)-2-hydroxy-propyl)-amide O[C@H](CNC(=O)C1=CC2=C(N=CN2)C=C1)C